NC1CN(CCC1)CCNC(C1=CC=C(C=C1)C#CC1=C(C=CC(=C1)NC(=O)NCCC=1C=NC=CC1)C1=CC=NC=C1)=O N-(2-(3-aminopiperidin-1-yl)ethyl)-4-((5-(3-(2-(pyridin-3-yl)ethyl)ureido)-2-(Pyridin-4-yl)phenyl)ethynyl)benzamide